3,4-Dichloro-N-(3-hydroxy-2-((phenylamino)methyl)propyl)benzamide ClC=1C=C(C(=O)NCC(CO)CNC2=CC=CC=C2)C=CC1Cl